ClC1=C(C=C(C=C1)C#N)N1C[C@H](CC1)C(=O)N[C@H]1[C@H]2CC[C@@H](C1)N2C#N (3S)-1-(2-chloro-5-cyanophenyl)-N-((1R,2R,4S)-7-cyano-7-azabicyclo[2.2.1]heptan-2-yl)-3-pyrrolidinecarboxamide